N-(2-(dimethylamino)-5-(4-(4-((dimethylamino)methyl)-3-methyl-1H-pyrazol-1-yl)pyrimidin-2-ylamino)-4-methoxyphenyl)acrylamide CN(C1=C(C=C(C(=C1)OC)NC1=NC=CC(=N1)N1N=C(C(=C1)CN(C)C)C)NC(C=C)=O)C